[Cu+].ClC1=C(C=C(OC2=CC=C(C=C2)CCO)C=C1)C(F)(F)F 2-(4-(4-chloro-3-(trifluoromethyl)phenoxy)phenyl)ethan-1-ol copper (I)